(2S,6R)-2,6-dimethyl-4-(3-(7-methyl-1H-indazol-5-yl)imidazo[1,2-b]pyridazin-6-yl)morpholine C[C@H]1CN(C[C@H](O1)C)C=1C=CC=2N(N1)C(=CN2)C=2C=C1C=NNC1=C(C2)C